FC(C=1C=C(C=CC1C)C1=CC(=C(C=C1)C)C(F)(F)F)(F)F 3,3'-bis(trifluoromethyl)-4,4'-dimethylbiphenyl